FC(C(=O)O)(F)F.FC=1C=2N(C=C(C1)NC(=O)C1=CC=C(C3=CN(N=C13)C)N1CC(CC1)NC)C=C(N2)C N-{8-fluoro-2-methylimidazo[1,2-a]pyridin-6-yl}-2-methyl-4-[3-(methylamino)pyrrolidin-1-yl]indazole-7-carboxamide trifluoroacetic acid salt